NC([C@H](CC1C(NC(CC1)(C)C)=O)NC([C@H](CC1CC1)NC(=O)C=1NC2=C(C=CC=C2C1)Cl)=O)=O N-[(1S)-2-[[(1S)-2-amino-1-[(6,6-dimethyl-2-oxo-3-piperidyl)methyl]-2-oxo-ethyl]amino]-1-(cyclopropylmethyl)-2-oxo-ethyl]-7-chloro-1H-indole-2-carboxamide